N(=[N+]=[N-])C1=CC=C(COC(=O)NC(C(=O)O)CSSC(C)(C)C)C=C1 ((((4-azidobenzyl)oxy)carbonyl)amino)-3-(tert-butyldithio)propionic acid